4-({[1-(3-hydroxy-2,2-dimethylpropanoyl)-4-methoxy-3-[3-methyl-4-oxo-1-(pyrrolidine-1-carbonyl)azetidin-2-yl]-1H-pyrazol-5-yl](methyl)amino}methyl)benzene-1-carboximidamide OCC(C(=O)N1N=C(C(=C1N(C)CC1=CC=C(C=C1)C(N)=N)OC)C1N(C(C1C)=O)C(=O)N1CCCC1)(C)C